C12OCC(CC1)(CC2)CO[C@@H]([C@H](C(=O)N2C[C@H](CCC2)COC(F)(F)F)N)C (2R,3R)-3-((2-oxabicyclo[2.2.2]octan-4-yl)methoxy)-2-amino-1-((S)-3-((trifluoromethoxy)methyl)piperidin-1-yl)butan-1-one